C1(CC1)C=1C=C(C=CC1)C1=NN=C2N1C1=CC=CC=C1C(=N2)NC (3-cyclopropylphenyl)-N-methyl-[1,2,4]triazolo[4,3-a]quinazolin-5-amine